N-[4-(1-Ethyl-piperidin-3-yl)-2-trifluoromethyl-phenyl]-6-methyl-5-(4-pyridin-3-yl-pyrimidin-2-ylamino)-nicotinamide C(C)N1CC(CCC1)C1=CC(=C(C=C1)NC(C1=CN=C(C(=C1)NC1=NC=CC(=N1)C=1C=NC=CC1)C)=O)C(F)(F)F